2-(benzofuran-3-yl)-1-(R)-((3,5-dichloro-6-morpholinopyridin-2-yl)methylsulfonylamino)ethylboronic acid O1C=C(C2=C1C=CC=C2)C[C@H](NS(=O)(=O)CC2=NC(=C(C=C2Cl)Cl)N2CCOCC2)B(O)O